tert-butyl 2-(3'-(7-cyano-5-(hydroxymethyl)benzo[d]oxazol-2-yl)-2,2'-dimethyl-[1,1-biphenyl]-3-yl)-6,7-dihydrothiazolo[5,4-c]pyridine-5(4H)-carboxylate C(#N)C1=CC(=CC=2N=C(OC21)C=2C(=C(C=CC2)C2=C(C(=CC=C2)C=2SC=1CN(CCC1N2)C(=O)OC(C)(C)C)C)C)CO